4-hexylresorcinol-d C(CCCCC)C1=C(C(=C(O)C=C1)[2H])O